[Cl-].ClC1=C(NC(=C1Cl)C)C(=O)NC1=C(OC2C[NH2+]CC2)C=C(C=C1)C=1OC(NN1)=O 3-(2-(3,4-dichloro-5-methyl-1H-pyrrole-2-carboxamido)-5-(5-oxo-4,5-dihydro-1,3,4-oxadiazol-2-yl)phenoxy)pyrrolidin-1-ium chloride